2-[4,7-bis[2-(tert-butoxy)-2-oxoethyl]-1,4,7-triazacyclononan-1-yl]acetic acid C(C)(C)(C)OC(CN1CCN(CCN(CC1)CC(OC(C)(C)C)=O)CC(=O)O)=O